dimethyl-2-undecyl-(2-pyridineformylhydrazine) CN(N(C(=O)C1=NC=CC=C1)CCCCCCCCCCC)C